CHROMENOPYRIDINE N1=CC=CC2=C1CC=1C=CC=CC1O2